(R)-N-((R)-1-(2-Chlorophenyl)ethyl)-4-(2-fluoropyridin-4-yl)-2-methylpiperazine-1-carboxamide ClC1=C(C=CC=C1)[C@@H](C)NC(=O)N1[C@@H](CN(CC1)C1=CC(=NC=C1)F)C